C(C)(C)(C)OC(=O)N\C(=N/C(OC(C)(C)C)=O)\NOCCC(=O)O (E)-6-((tert-butoxycarbonyl)amino)-2,2-dimethyl-4-oxo-3,8-dioxa-5,7-diazaundec-5-en-11-oic acid